11-chloro-3-cyclopropyl-7-(1-methylcyclopropyl)-4,5,6,7-tetrahydroisoxazolo[4'',3'':6',7']cyclohepta[1',2':4,5]pyrrolo[2,3-d]pyrimidin-4-ol ClC=1C2=C(N=CN1)N(C1=C2C=2C(C(CC1)O)=C(ON2)C2CC2)C2(CC2)C